3-(benzyloxy)cyclobutane C(C1=CC=CC=C1)OC1CCC1